CNC=1N=CC(=C2C=C(N=CC12)NC(=O)C1CC1)C12CC(C1)(C2)C2=CC=NC=C2 N-(8-(methylamino)-5-(3-(pyridin-4-yl)bicyclo[1.1.1]pent-1-yl)-2,7-naphthyridin-3-yl)cyclopropanecarboxamide